C1=NC=CC2=C1CC1CCC2N1C(=O)N 6,7,8,9-tetrahydro-5H-5,8-epiminocyclohepta[c]pyridine-10-carboxamide